COC=1C=C(C=C(C1)OC)NC1=CC=C2N=CC(=NC2=C1)C=1C(=CC(=NC1)N1CCN(CC1)C(=O)C1(CN(C1)C(\C=C\CN(C)C)=O)F)C (E)-1-(3-(4-(5-(7-((3,5-dimethoxyphenyl)amino)-quinoxalin-2-yl)-4-methylpyridin-2-yl)-piperazine-1-carbonyl)-3-fluoroazetidin-1-yl)-4-(dimethylamino)but-2-en-1-one